dodecyl-dimethylaminoacetic acid C(CCCCCCCCCCC)C(C(=O)O)N(C)C